Cl.FC(CNC(C)C)F N-(2,2-difluoroethyl)propan-2-amine, hydrochloride